4-aminobutyric acid hydroiodic acid salt I.NCCCC(=O)O